BrC=1C=C2C=C(C(=NC2=CC1)OC)C(C(CCN(C)C)(O)C1=CC=CC2=CC=CC=C12)C1=CC=CC=C1 1-(6-bromo-2-methoxyquinolin-3-yl)-4-dimethylamino-1-phenyl-2-(1-naphthyl)-2-butanol